3-[(1R,2R)-1-amino-2-fluoro-7-(trifluoromethylsulfonyl)indan-4-yl]oxy-5-fluoro-benzonitrile N[C@H]1[C@@H](CC2=C(C=CC(=C12)S(=O)(=O)C(F)(F)F)OC=1C=C(C#N)C=C(C1)F)F